C1=CC=CC=2C3=CC=CC=C3C(C12)COC(=O)N[C@H](C(=O)O)CC1=CC=C2C=C(C=NC2=C1)C#N (S)-2-((((9H-fluoren-9-yl)methoxy)carbonyl)amino)-3-(3-cyanoquinolin-7-yl)propanoic acid